N-[(5-cyano-2-fluorophenyl)-methyl]-6-(difluoromethoxy)-5-fluoropyridine-3-carboxamide C(#N)C=1C=CC(=C(C1)CNC(=O)C=1C=NC(=C(C1)F)OC(F)F)F